2-(2-chloro-5-Fluorophenyl)-N-[3-sulfamoyl-4-(tetrahydro-2H-pyran-4-ylmethoxy)phenyl]acetamide ClC1=C(C=C(C=C1)F)CC(=O)NC1=CC(=C(C=C1)OCC1CCOCC1)S(N)(=O)=O